ClC1=CC(=CC(=N1)NCC)C1(CC(C1)C)C1=NN=CN1C 6-chloro-N-ethyl-4-(3-methyl-1-(4-methyl-4H-1,2,4-triazol-3-yl)cyclobutyl)pyridin-2-amine